N-(3-Methylpyridin-2-yl)-3-(5-(methylsulfonyl)pyridin-2-yl)-1,2,4-thiadiazol CC=1C(=NC=CC1)N1SC=NC1C1=NC=C(C=C1)S(=O)(=O)C